(R)-3-{p-[({o-[(p-fluorophenyl)methyl]phenyl}methyl)carbonylamino]phenyl}-2-(3-oxo-2,3-dihydro-1,2,3a-triaza-7-indenylcarbonylamino)propionic acid FC1=CC=C(C=C1)CC1=C(C=CC=C1)CC(=O)NC1=CC=C(C=C1)C[C@H](C(=O)O)NC(=O)C1=CC=CN2C(NN=C12)=O